C(C)(=O)O[C@@H]1CC2CC[C@H]3[C@H]4[C@](CC[C@@H]3[C@]2(CC1)C)([C@H](CC4)[C@H](C)CCCC(=O)OC)C (1R,3aS,3bR,7S,9aS,9bS,11aR)-1-[(2R)-6-methoxy-6-oxohexan-2-yl]-9a,11a-dimethylhexadecahydro-1H-cyclopenta[1,2-i]phenanthren-7-yl acetate